1-(7-(8-ethyl-7-fluoro-3-hydroxynaphthalen-1-yl)-8-fluoro-2-(((2R,7aS)-2-fluorotetrahydro-1H-pyrrolizin-7a(5H)-yl)methoxy)pyrido[4,3-d]pyrimidin-4-yl)piperidine-4-carboxylic acid C(C)C=1C(=CC=C2C=C(C=C(C12)C1=C(C=2N=C(N=C(C2C=N1)N1CCC(CC1)C(=O)O)OC[C@]12CCCN2C[C@@H](C1)F)F)O)F